ClC1=C(C(=C(C=C1OC)OC)Cl)C=1N=C(C2=C(N1)C=NC(=C2)N[C@@H]2COCC[C@@H]2NC(C=C)=O)N2CC(CC2)(C)OC N-((3S,4S)-3-((2-(2,6-dichloro-3,5-dimethoxyphenyl)-4-(3-methoxy-3-methyl-pyrrolidin-1-yl)pyrido[3,4-d]pyrimidin-6-yl)amino)tetrahydro-2H-pyran-4-yl)acrylamide